3,4-dimethoxybenzyl-amine COC=1C=C(CN)C=CC1OC